CC1(O[C@@H]2[C@H](O1)[C@H](C[C@H]2N2C=CC1=C2N=C(N=C1NCC1=CC=C(C=C1)OC)Cl)C1=CC(=CC=C1)C=1C=NSC1)C 7-[(3aS,4R,6R,6aR)-2,2-dimethyl-6-[3-(1,2-thiazol-4-yl)phenyl]-tetrahydro-3aH-cyclopenta[d][1,3]dioxol-4-yl]-2-chloro-N-[(4-methoxyphenyl)methyl]pyrrolo[2,3-d]pyrimidin-4-amine